2-methyl-4-(((4-oxochroman-7-yl)oxy)(pyridin-4-yl)methyl)benzonitrile CC1=C(C#N)C=CC(=C1)C(C1=CC=NC=C1)OC1=CC=C2C(CCOC2=C1)=O